COC(=O)C1=NC(=NC=C1)N1CCC(CC1)C(=O)O 1-(4-methoxycarbonylpyrimidin-2-yl)piperidine-4-carboxylic acid